2,5-dicarboxylpyrrole C(=O)(O)C=1NC(=CC1)C(=O)O